6-chloro-1-[6-(dimethylamino)pyridin-3-yl]-4-oxoquinoline-3-carboxylic acid ClC=1C=C2C(C(=CN(C2=CC1)C=1C=NC(=CC1)N(C)C)C(=O)O)=O